(S)-2-amino-4-(sec-butoxy)-N-(1-cyclopropyl-2-oxo-1,2-dihydropyridin-3-yl)pyrimidine-5-carboxamide NC1=NC=C(C(=N1)O[C@@H](C)CC)C(=O)NC=1C(N(C=CC1)C1CC1)=O